BrC1=CC=C(C=C1)N(C(=O)C12CC(C1)(C2)O)C N-(4-bromophenyl)-3-hydroxy-N-methylbicyclo[1.1.1]pentane-1-carboxamide